1-(4-fluorobenzyl)indoline-2,3-dione FC1=CC=C(CN2C(C(C3=CC=CC=C23)=O)=O)C=C1